3-(((1-methyl-4-oxo-5-phenyl-4,5-dihydro-1H-pyrazolo[3,4-d]pyrimidin-6-yl)thio)methyl)benzaldehyde CN1N=CC2=C1N=C(N(C2=O)C2=CC=CC=C2)SCC=2C=C(C=O)C=CC2